ClC1=CC(=NC=C1)C(C)=O 1-(4-chloropyridin-2-yl)ethane-1-one